(±)-(E)-2-[4-(oxo-cyclohexylidenemethyl)-phenyl]propionic acid O=C1\C(\CCCC1)=C\C1=CC=C(C=C1)[C@H](C(=O)O)C |r|